FC(C=1C=CC(=NC1)O[C@@H]1CN(CC1)C1=C(C=C(C=C1)C1=CC=CC=C1)C(C)O)(F)F 1-(4-((S)-3-(5-(trifluoromethyl)pyridin-2-yloxy)pyrrolidin-1-yl)biphenyl-3-yl)ethanol